1-(4'-cyclopropoxy-[1,1'-biphenyl]-4-yl)-3-(quinoxalin-6-yl)prop-2-en-1-one C1(CC1)OC1=CC=C(C=C1)C1=CC=C(C=C1)C(C=CC=1C=C2N=CC=NC2=CC1)=O